C(C)OC1CNCCO1 2-(ethoxy)morpholine